ClC1=C(C=CC2=C1C(=N[C@H](C=1N2C=C(N1)C(=O)NCC(C)(C)O)C)C1=NC=CC=C1F)C(F)(F)F (4S)-7-chloro-6-(3-fluoro-2-pyridyl)-N-(2-hydroxy-2-methyl-propyl)-4-methyl-8-(trifluoromethyl)-4H-imidazo[1,2-a][1,4]benzodiazepine-2-carboxamide